diazonaphthoindole [N+](=[N-])=C1C=NC=2C3=C(C=CC12)C1=CC=CC=C1C=C3